ethyl 3-[7-(hydroxymethyl)-1-benzothiophen-5-yl]-3-[1-(2-hydroxy-2-methylpropyl)-4-methyl-1H-benzotriazol-5-yl]propanoate OCC1=CC(=CC=2C=CSC21)C(CC(=O)OCC)C2=C(C1=C(N(N=N1)CC(C)(C)O)C=C2)C